NC=1SC2=C(N1)C(=CC=C2F)C2=C(C=C1C(=NC=NC1=C2F)NC2CN(C2)C(C(=C)F)=O)Cl 1-[3-[[7-(2-amino-7-fluoro-1,3-benzothiazol-4-yl)-6-chloro-8-fluoro-quinazolin-4-yl]amino]azetidin-1-yl]-2-fluoro-prop-2-en-1-one